6-((6r,9r)-1-oxa-4-azaspiro[5.5]undec-9-yl)formamido-4-((S)-2-(2-cyano-4,4-difluoropyrrolidin-1-yl)-2-oxoethyl)carbamoylquinoline O1CCNCC12CCC(CC2)C(=O)NC=2C=C1C(=CC=NC1=CC2)C(NCC(=O)N2[C@@H](CC(C2)(F)F)C#N)=O